O=C1NC(CCC1OC=1C=CC=C(C1)S(=O)(=O)F)=O 5-[(2,6-dioxo-3-piperidyl)oxy]benzenesulfonyl fluoride